ClC=1C=C(C=C(C1C(=O)CC[Si](C)(C)C)Cl)CCC(=O)O 3-(3,5-dichloro-4-((2-(trimethylsilyl)ethyl)carbonyl)phenyl)propionic acid